CN(C)CCCOC(C=C)=O N,N-dimethylaminopropyl-acrylate